FC1=C(C=CC2=C1CCOC2)B2OC(C(O2)(C)C)(C)C 2-(5-fluoro-3,4-dihydro-1H-2-benzopyran-6-yl)-4,4,5,5-tetramethyl-1,3,2-dioxaborolane